ClC=1C(=C(NC2=NC=NC3=CC(=C(C=C23)[N+](=O)[O-])C#CC23CN(CC3C2)C(=O)OC(C)(C)C)C=CC1)F tert-butyl 1-[2-[4-(3-chloro-2-fluoro-anilino)-6-nitro-quinazolin-7-yl] ethynyl]-3-azabicyclo[3.1.0]hexane-3-carboxylate